COC1=CC=C(C(=O)NC(=C)C2=CC=CC=C2)C=C1 4-methoxy-N-(1-phenylvinyl)benzamide